2-acryloylthio-n-propylthio-5-methylthio-1,3,4-thiadiazole C(C=C)(=O)SC(CSC=1SC(=NN1)SC)C